rac-(5S,7S)-7-fluoro-5-phenyl-6,7-dihydro-5H-pyrrolo[1,2-b][1,2,4]triazole-2-carboxylic acid F[C@H]1C[C@H](N2N=C(N=C21)C(=O)O)C2=CC=CC=C2 |r|